tert-butyl N-[2-[4-[3-[[(4S)-8-chlorochroman-4-yl]carbamoylamino]pyrazol-1-yl]phenyl]-2,2-difluoro-ethyl]-N-methylcarbamate ClC=1C=CC=C2[C@H](CCOC12)NC(=O)NC1=NN(C=C1)C1=CC=C(C=C1)C(CN(C(OC(C)(C)C)=O)C)(F)F